N-(3-(4-fluorophenyl)-1H-pyrazol-5-yl)-3-(indolin-1-ylsulfonyl)benzamide FC1=CC=C(C=C1)C1=NNC(=C1)NC(C1=CC(=CC=C1)S(=O)(=O)N1CCC2=CC=CC=C12)=O